5-(2-fluorophenyl)-4-(piperazin-1-yl)-7-(pyridin-3-yl)-7H-pyrrolo[2,3-d]pyrimidine FC1=C(C=CC=C1)C1=CN(C=2N=CN=C(C21)N2CCNCC2)C=2C=NC=CC2